stanninane [SnH2]1CCCCC1